C(CCCCC)OC1=CC2=C(C3=CC=CC=C3N=C2C=C1)C1=CC=CC=C1 2-(1-hexyloxy)-9-phenylacridine